C1(=CC=C(C=C1)C(=O)NC1=C(N=C(N1)C1=C(C=CC=C1)O)C(=O)N)C1=CC=CC=C1 5-([1,1'-biphenyl]-4-carboxamido)-2-(2-hydroxyphenyl)-1H-imidazole-4-carboxamide